C(C)(C)C1=CC=C(C=CC2=CC=C(C=C2)C=CC2=CC=C(C=C2)C(C)C)C=C1 1,4-bis(4-isopropylstyryl)benzene